1-(4-(4-methoxyphenyl)oxazol-2-yl)-N-(pyridin-3-ylmethyl)piperidine-4-carboxamide COC1=CC=C(C=C1)C=1N=C(OC1)N1CCC(CC1)C(=O)NCC=1C=NC=CC1